CN1C=CC2=CC(=CC=C12)NC(=O)NC=1C=NC=CC1 N-(1-Methyl-5-indolyl)-N'-(3-pyridyl)urea